(2E)-3-(4-methoxyphenyl)prop-2-enoic acid methyl ester COC(\C=C\C1=CC=C(C=C1)OC)=O